1'-benzyl-6-methoxy-2H-spiro[benzofuran-3,4'-piperidine]-5-carboxylic acid C(C1=CC=CC=C1)N1CCC2(CC1)COC1=C2C=C(C(=C1)OC)C(=O)O